COC=1C(=C(C(=CC1)C)C(C#N)C=1C=2N(C(=CN1)C)C=CN2)C 2-(3-methoxy-2,6-dimethylphenyl)-2-{5-methylimidazo[1,2-a]pyrazin-8-yl}acetonitrile